N-[3-fluoro-5-(1,1,2,2,3,3,4,4,4-nonafluorobutyl)pyridin-2-yl]-2-iodo-5-nitrobenzamide FC=1C(=NC=C(C1)C(C(C(C(F)(F)F)(F)F)(F)F)(F)F)NC(C1=C(C=CC(=C1)[N+](=O)[O-])I)=O